FC(OC1=C(C(=O)O)C=CC(=C1)C1=NC=NC(=C1)NCCN1C(=CC2=C(C=CC=C12)OC)C)F 2-Difluoromethoxy-4-{6-[2-(4-methoxy-2-methyl-indol-1-yl)-ethylamino]-pyrimidin-4-yl}-benzoic acid